3-(hydroxymethyl)-2-((4-methoxybenzyl)amino)-N-(1-(pyrimidin-2-yl)ethyl)-N-((5-(trifluoromethyl)pyridin-2-yl)methyl)quinoline-6-carboxamide OCC=1C(=NC2=CC=C(C=C2C1)C(=O)N(CC1=NC=C(C=C1)C(F)(F)F)C(C)C1=NC=CC=N1)NCC1=CC=C(C=C1)OC